tert-butyl (4-bromo-1,5-naphthyridin-3-yl)carbamate BrC1=C(C=NC2=CC=CN=C12)NC(OC(C)(C)C)=O